Tert-butyl 4-(5-fluoro-2-methoxy-4-(4,4,5,5-tetramethyl-1,3,2-dioxaborolan-2-yl)phenyl)piperazine-1-carboxylate FC=1C(=CC(=C(C1)N1CCN(CC1)C(=O)OC(C)(C)C)OC)B1OC(C(O1)(C)C)(C)C